NC1=CC2=CN(N=C2C=C1C1=CC(=CC=C1)N)CCC(C)(O)C 4-(5-amino-6-(3-aminophenyl)-2H-indazol-2-yl)-2-methylbutan-2-ol